C(C)N(C(=O)N(CC)C1=CC=CC=C1)CC N,N,N'-triethylphenylurea